[Al].[Ag].[Au] gold-silver-aluminum